5-(4-((4-(4-amino-3-(4-phenoxyphenyl)-1H-pyrazolo[3,4-d]pyrimidin-1-yl)-3-fluorocyclohexyl)methyl)-3,5-dimethylpiperazin-1-yl)-2-(2,6-dioxopiperidin-3-yl)isoindoline-1,3-dione NC1=C2C(=NC=N1)N(N=C2C2=CC=C(C=C2)OC2=CC=CC=C2)C2C(CC(CC2)CN2C(CN(CC2C)C=2C=C1C(N(C(C1=CC2)=O)C2C(NC(CC2)=O)=O)=O)C)F